C(#N)C=1C=CC(=C(C1)NS(=O)(=O)C=1C=C(C(=O)O)C=CC1C1CC1)C1=NC=CC=C1F 3-(N-(5-cyano-2-(3-fluoropyridin-2-yl)phenyl)sulfamoyl)-4-cyclopropylbenzoic acid